C(N)(=O)C=1N(C2=CC(=CC=C2C1N1C[C@@H]2CC[C@@H](C1)N2C(=O)OC(C)(C)C)C2=CC=CC=C2)C2=CC=CC=C2 tert-butyl (1s,5s)-3-(2-carbamoyl-1,6-diphenyl-1H-indol-3-yl)-3,8-diazabicyclo[3.2.1]octane-8-carboxylate